2-[6-amino-5-[4-(benzenesulfonyl)piperazin-1-yl]pyridazin-3-yl]phenol NC1=C(C=C(N=N1)C1=C(C=CC=C1)O)N1CCN(CC1)S(=O)(=O)C1=CC=CC=C1